C(C)[Si](O[Si](CC)(CC)[SiH2]S[SiH2]O[SiH3])(CC)CC (1,1,1,3,3-pentaethyldisiloxanyl)thiotrisiloxane